(2-(Difluorometh-oxy)phenyl)boronic acid FC(OC1=C(C=CC=C1)B(O)O)F